OC1CCC(CC1)C1=C(C(=O)N)C=C(C=N1)C1=CC=C(C=C1)C12CN(CC2C1)CCOC (4-hydroxycyclohexyl)-5-(4-(3-(2-methoxyethyl)-3-azabicyclo[3.1.0]hex-1-yl)phenyl)nicotinamide